5-methyl-2-((4-(4-(methylamino)piperidin-1-yl)phenyl)amino)pyrimidine CC=1C=NC(=NC1)NC1=CC=C(C=C1)N1CCC(CC1)NC